C(C)(C)(C)C1=CC=C(C=C1)C=1C(=CC=NC1)C 5-(4-(tert-butyl)phenyl)-4-methylpyridin